2-(6-Chloropyridin-3-yl)-N-[(dimethylamino)methylene]-5-nitrobenzenesulfonamide ClC1=CC=C(C=N1)C1=C(C=C(C=C1)[N+](=O)[O-])S(=O)(=O)N=CN(C)C